COC=1C=C(C(=O)O)C=CC1N=C(NC(OC(C)(C)C)=O)NC(OC(C)C)=O 3-methoxy-4-((2,2,10,10-tetramethyl-4,8-dioxo-3,9-dioxa-5,7-diazadecan-6-ylidene)amino)benzoic acid